COC=1C=C(OC2=CC=CC(=N2)S(=O)(=O)NC(=O)C=2C(=NC=CC2)N2C(CC(C2)C)(C)C)C=C(C1)C N-[[6-(3-Methoxy-5-methyl-phenoxy)-2-pyridyl]sulfonyl]-2-(2,2,4-trimethylpyrrolidin-1-yl)pyridin-3-carboxamid